N1(CCOCC1)NC(C1=C(C=C(C(=C1)SN)Cl)NCC=1OC=CC1)=O N-morpholinyl-5-aminosulfanyl-4-chloro-2-[(furanylmethyl)amino]benzamide